BrC1=CN(C2=CC=C(C=C12)C#N)S(=O)(=O)C1=CC=C(C)C=C1 3-Bromo-1-tosyl-1H-indole-5-carbonitrile